CC(N(C(=S)SSC(=S)N(C)C)C)C Methyl-(Methyl)Tetramethyl-thiuram disulfide